1-(4-fluoro-2-methylphenyl)-3-(6-methoxy-2-methylpyridin-3-yl)-7-methyl-2,3-dihydroquinazolin-4(1H)-one FC1=CC(=C(C=C1)N1CN(C(C2=CC=C(C=C12)C)=O)C=1C(=NC(=CC1)OC)C)C